bis[5-(N,N-dipropylamino)pentyl]amine C(CC)N(CCC)CCCCCNCCCCCN(CCC)CCC